FC1(S(=O)(=O)CC(C1(CF)F)(F)F)F 2,2,3,4,4-pentafluoro-3-(fluoromethyl)sulfolane